ClC=1C=CC2=C(C[C@](O2)(C2=CC=CC=C2)CNC(OC(C)(C)C)=O)C1B1OC(C(O1)(C)C)(C)C (S)-tert-butyl ((5-chloro-2-phenyl-4-(4,4,5,5-tetramethyl-1,3,2-dioxaborolan-2-yl)-2,3-dihydrobenzofuran-2-yl)methyl)carbamate